4-(p-hydroxybenzylidene)-imidazolidin-5-one OC1=CC=C(C=C2NCNC2=O)C=C1